ClC=1C(=NC=C(C1F)C1=CC=C(C=C1)S(=O)(=O)C(C)C)N 3-chloro-4-fluoro-5-(4-(isopropylsulfonyl)phenyl)pyridin-2-amine